COC1=CC=CC2=C1OC=1CN(CCC12)CCCCOC1=CC=C2CC(NC2=C1)=O 6-(4-(8-methoxy-3,4-dihydrobenzofuro[2,3-c]pyridin-2(1H)-yl)butoxy)indolin-2-one